4-(2-(2-(2-isopropylphenyl)-4-(4-methoxy-3-(methylsulfonyl)benzyl)piperazin-1-yl)-7-azaspiro[3.5]nonan-7-yl)benzamide C(C)(C)C1=C(C=CC=C1)C1N(CCN(C1)CC1=CC(=C(C=C1)OC)S(=O)(=O)C)C1CC2(C1)CCN(CC2)C2=CC=C(C(=O)N)C=C2